Isonicotinic acid ethylester C(C)OC(C1=CC=NC=C1)=O